4-ethoxy-N-(2-methyl-2H-indazol-5-yl)-2-(methylsulfinyl)-pyrimidine-5-carboxamide C(C)OC1=NC(=NC=C1C(=O)NC1=CC2=CN(N=C2C=C1)C)S(=O)C